C1(CCC1)CN(C(OC(C)(C)C)=O)[C@H]1CN(CCC1)C=1N=NC(=CC1)C(C)N1N=NC(=C1)C1=C2C=NN(C2=CC(=C1)OC)C1OCCCC1 tert-butyl N-(cyclobutylmethyl)-N-[(3R)-1-[6-[1-[4-(6-methoxy-1-tetrahydropyran-2-yl-indazol-4-yl)triazol-1-yl]ethyl]pyridazin-3-yl]-3-piperidyl]carbamate